(E)-1-(2,4-dihydroxyphenyl)-3-(3,4-dihydroxyphenyl)-2-propen-1-one OC1=C(C=CC(=C1)O)C(\C=C\C1=CC(=C(C=C1)O)O)=O